2-butyl-1-octanal C(CCC)C(C=O)CCCCCC